ClC1=NC=C(C(=O)NC=2C(=CC(=C(C2)N2N=NC(=C2)C(=O)O)F)N2CCN(CC2)C)C(=C1)C(F)(F)F 1-(5-(6-chloro-4-(trifluoromethyl)nicotinamido)-2-fluoro-4-(4-methylpiperazin-1-yl)phenyl)-1H-1,2,3-triazole-4-carboxylic acid